COC1=CC=C(OC2=NC(=NC(=N2)OC2=CC=C(C=C2)OC)OC2=CC=C(C=C2)OC)C=C1 2,4,6-tris-(4-methoxyphenoxy)-1,3,5-triazine